FC1=CC=C(CCN[C@H](C(=O)C2=CNC3=CC(=CC=C23)C=2C=NN(C2)C)C2=CC=CC=C2)C=C1 |r| (S)- and (R)-2-((4-Fluorophenethyl)amino)-1-(6-(1-methyl-1H-pyrazol-4-yl)-1H-indol-3-yl)-2-phenylethan-1-one